C(C)N1CCN(CC1)C1C2=C(N(N=C2CCC1)C1=NC=CC=C1)O (4-ethylpiperazin-1-yl)-2-pyridin-2-yl-4,5,6,7-tetrahydro-2H-indazol-3-ol